CN(C=1C=C(C=CC1)NC1=NC2=C(C=3N1N=C(C3)C(=O)O)C=NC=C2)C 6-((3-(dimethylamino)phenyl)amino)pyrazolo[1,5-c]pyrido[3,4-e]pyrimidine-9-carboxylic Acid